BrC=1C=C(C=CC1)C1(C2=C(NC=3CC(NC(C13)=O)(C)C)N=CC=C2)C 5-(3-bromophenyl)-5,8,8-trimethyl-7,8,9,10-tetrahydropyrido[2,3-b][1,6]naphthyridin-6(5H)-one